ethyl (E-Z)-2-((3S,7S)-12-(benzyloxy)-3-methyl-1,11-dioxo-10-((2,4,6-trifluorobenzyl)carbamoyl)-1,4,5,11-tetrahydro-3H-2,7-methanopyrido[1,2-a][1,4]diazonin-6(7H)-ylidene)acetate C(C1=CC=CC=C1)OC=1C(C(=CN2C1C(N1[C@H](CC/C(/[C@H]2C1)=C\C(=O)OCC)C)=O)C(NCC1=C(C=C(C=C1F)F)F)=O)=O